4-(3-methoxy-4-hydroxyphenyl)-3-methylbutane-2-one COC=1C=C(C=CC1O)CC(C(C)=O)C